C([C@H](O)C)(=O)N |r| racemic-lactamide